O1C(OCC1)C1=C(C=O)C=CC=C1 2-(1,3-dioxolan-2-yl)benzaldehyde